C(C1=CC=CC=C1)(=O)NC=1C(=NC=CC1C(=O)NCC(F)F)C=1C=NC=CC1 benzoylamino-N-(2,2-difluoroethyl)-[2,3'-bipyridine]-4-carboxamide